N-((3-chlorophenyl)((R)-tetrahydrofuran-3-yl)methyl)-4-(5-methyl-2-((1-methyl-1H-pyrazol-5-yl)amino)pyrimidin-4-yl)oxazole-2-carboxamide ClC=1C=C(C=CC1)C(NC(=O)C=1OC=C(N1)C1=NC(=NC=C1C)NC1=CC=NN1C)[C@@H]1COCC1